C(C)(C)(C)OC(=O)N(CC)CC1=CC=C(C=C1)C(C(=O)OCC)(F)F Ethyl 2-(4-(((tert-butoxycarbonyl) (ethyl) amino) methyl) phenyl)-2,2-difluoroacetate